(3S)-1-(4-(3-((1r,3R,5S,7S)-3,5-dimethyladamantan-1-yl)ureido)-3-fluorobenzoyl)-N-(2-hydroxypropyl)piperidine-3-carboxamide C[C@]12CC3(CC(C[C@@](C1)(C3)C)C2)NC(NC2=C(C=C(C(=O)N3C[C@H](CCC3)C(=O)NCC(C)O)C=C2)F)=O